1,1-di-tert-butyl 16-methyl hexadecane-1,1,16-tricarboxylate C(CCCCCCCCCCCCCCCC(=O)OC)(C(=O)OC(C)(C)C)C(=O)OC(C)(C)C